C(C)N(S(=O)(=O)C1=CN=C2N1N=CC=C2)C(C(F)(F)F)C2=CC=C(C=C2)C(F)(F)F N-ethyl-N-(2,2,2-trifluoro-1-(4-(trifluoromethyl)phenyl)ethyl)imidazo[1,2-b]pyridazine-3-sulfonamide